C1(=CC=C(C=C1)N(C1=CC=C(C=C1)C1=CC=C(O1)C=O)C1=CC=C(C=C1)C)C 5-(4-(di-p-tolylamino)phenyl)furan-2-carbaldehyde